CN1C(N(CC1)C)=O 1,3-dimethyl-imidazolidone